N-[(5S)-1'-(7-bromo-6-methyl-pyrazolo[1,5-a]pyrazin-4-yl)-2-(difluoromethyl)-spiro[5,7-dihydro-cyclopenta[b]pyridin-6,4'-piperidin]-5-yl]-2-methyl-propane-2-sulfinamide BrC1=C(N=C(C=2N1N=CC2)N2CCC1(CC2)[C@@H](C=2C(=NC(=CC2)C(F)F)C1)NS(=O)C(C)(C)C)C